alpha-fructose OC[C@@]1(O)[C@@H](O)[C@H](O)[C@H](O1)CO